3-(piperidine-4-yl)propane N1CCC(CC1)CCC